1-[4-(cyanomethyl)-1-(1H-indol-6-ylmethyl)-4-piperidyl]-3-(cyclopropanecarbonylamino)pyrazole-4-carboxamide C(#N)CC1(CCN(CC1)CC1=CC=C2C=CNC2=C1)N1N=C(C(=C1)C(=O)N)NC(=O)C1CC1